C(#N)C=1NNCC1C=1C=NC(=CC1)N1CC2N(C(C1)C2)CC=2C=NC(=CC2)OC 3-cyano-4-(6-(6-((6-methoxypyridin-3-yl)methyl)-3,6-diazabicyclo[3.1.1]heptan-3-yl)pyridin-3-yl)pyrazoline